NC(C)C=1C=C(C=CC1)S(=O)(=O)N1C[C@@H](C[C@H](C1)C1=CC=CC=C1)C(=O)N1CCOCC1 ((3R,5S)-1-((3-(1-aminoethyl)phenyl)sulfonyl)-5-phenylpiperidin-3-yl)(morpholino)methanone